BrC=1C=CC(=C2C(CC(OC12)=O)C(F)(F)F)Cl 8-bromo-5-chloro-4-(trifluoromethyl)chromanone